2-(3,3-dimethylpyrrolidin-1-yl)-N-(5-((6-((1-(2-methoxyethyl)-1H-pyrazol-4-yl)amino)-1-methyl-1H-pyrazolo[3,4-d]pyrimidin-3-yl)amino)-6-methylpyridin-3-yl)acetamide CC1(CN(CC1)CC(=O)NC=1C=NC(=C(C1)NC1=NN(C2=NC(=NC=C21)NC=2C=NN(C2)CCOC)C)C)C